(1S,2R,13R,14S,18S)-7-(3-fluorophenyl)-2,18-dimethyl-8-thia-6-azapentacyclo[11.7.0.02,10.05,9.014,18]icosa-5(9),7,10-trien-17-one FC=1C=C(C=CC1)C=1NC=2CC[C@@]3([C@H]4CC[C@@]5(C(CC[C@H]5[C@@H]4CC=C3C2S1)=O)C)C